C(C1=CC=CC=C1)N1CCC(CC1)CCNC(=O)C=1C=NC=2N(C1C)N=C(C2)C2=C(C(=CC=C2)F)F N-[2-(1-benzylpiperidin-4-yl)ethyl]-2-(2,3-difluorophenyl)-7-methylpyrazolo[1,5-a]pyrimidine-6-carboxamide